(E)-3-(3,4-dihydroxy-5-nitrophenyl)-2-(3-methoxyisoxazole-5-carbonyl)acrylonitrile OC=1C=C(C=C(C1O)[N+](=O)[O-])/C=C(\C#N)/C(=O)C1=CC(=NO1)OC